FC=1C=C(C=C(C1)F)C=1N=C(NC1)C1N(CCCC1)C(C(C)SC)=O 1-(2-(4-(3,5-Difluorophenyl)-1H-imidazol-2-yl)piperidin-1-yl)-2-(methylsulfanyl)propan-1-one